BrCC=1C=C(C=CC1)S(=O)(=O)N1CCC(CC1)NC1=NC=C(C(=N1)C=1C=NN(C1)CC(F)(F)F)C(F)(F)F N-(1-((3-(bromomethyl)phenyl)-sulfonyl)-piperidin-4-yl)-4-(1-(2,2,2-trifluoroethyl)-1H-pyrazol-4-yl)-5-(trifluoromethyl)-pyrimidin-2-amine